FC1=CC=C(CN2C(=CC=C2)C(C)=O)C=C1 1-(1-(4-Fluorobenzyl)-1H-pyrrol-2-yl)ethan-1-one